N-[4-[4-[[2-(4-chlorophenyl)-4,4-dimethyl-cyclohexen-1-yl]methyl]piperazin-1-yl]phenyl]sulfonyl-5-fluoro-6-(4-pyridyl)pyridine-2-carboxamide ClC1=CC=C(C=C1)C1=C(CCC(C1)(C)C)CN1CCN(CC1)C1=CC=C(C=C1)S(=O)(=O)NC(=O)C1=NC(=C(C=C1)F)C1=CC=NC=C1